3-triethoxysilylpropionic acid ethyl ester C(C)OC(CC[Si](OCC)(OCC)OCC)=O